ethyl (2R,5R)-4-(tetrahydro-2H-pyran-4-carbonyl)-2,3,4,5-tetrahydro-2,5-methanobenzo[f][1,4]oxazepine-8-carboxylate O1CCC(CC1)C(=O)N1C[C@@H]2OC3=C([C@H]1C2)C=CC(=C3)C(=O)OCC